6-ethynyl-5-fluoro-N-((3R,4R)-3-fluoro-1-(methylsulfonyl)piperidin-4-yl)-7-propylpyrrolo[2,1-f][1,2,4]triazin-2-amine C(#C)C=1C(=C2C=NC(=NN2C1CCC)N[C@H]1[C@@H](CN(CC1)S(=O)(=O)C)F)F